C(C)[C@@H]1N(CC[C@H]1NC(C(COC1=NC=CC=C1C(F)(F)F)(C)C)=O)C trans-N-(2-ethyl-1-methylpyrrolidin-3-yl)-2,2-dimethyl-3-((3-(trifluoromethyl)pyridin-2-yl)oxy)propanamide